3-(4,4'-dimethoxytrityloxy)propyl-1-[(2-cyanoethyl)-(N,N-diisopropyl)]-phosphoramidite CC(C)N(C(C)C)P(OCCCOC(C1=CC=CC=C1)(C2=CC=C(C=C2)OC)C3=CC=C(C=C3)OC)OCCC#N